(1R,5S)-3-(6-(allylcarbamoyl)-5-bromo-2-(methylthio)pyrimidin-4-yl)-3,8-diazabicyclo[3.2.1]octane-8-carboxylic acid tert-butyl ester C(C)(C)(C)OC(=O)N1[C@H]2CN(C[C@@H]1CC2)C2=NC(=NC(=C2Br)C(NCC=C)=O)SC